3α,12α-dihydroxy-7-keto-5β-cholestan O[C@H]1C[C@H]2CC([C@H]3[C@@H]4CC[C@H]([C@@H](CCCC(C)C)C)[C@]4([C@H](C[C@@H]3[C@]2(CC1)C)O)C)=O